2-(2,2-diphenylethyl)-pyridine C1(=CC=CC=C1)C(CC1=NC=CC=C1)C1=CC=CC=C1